1-(5-(2-((4-(trifluoromethyl)phenyl)amino)phenyl)-1,3,4-oxadiazol-2-yl)ethan-1-one FC(C1=CC=C(C=C1)NC1=C(C=CC=C1)C1=NN=C(O1)C(C)=O)(F)F